2-(4-bromo-3-fluorophenyl)-1,3-dioxolane BrC1=C(C=C(C=C1)C1OCCO1)F